amino-4-(guanidinooxy)butyric acid NC(C(=O)O)CCONC(=N)N